CC=1C=C(NC2=NC=C(C(=N2)N[C@H](C)C2=CC=CC=C2)C(=O)OCC)C=CC1S(=O)(=O)C.CO[Si](CCCNCCCCCCNCCC[Si](OC)(OC)OC)(OC)OC bis[3-(trimethoxysilyl) propyl] hexamethylenediamine ethyl 2-(3-methyl-4-methylsulfonyl-anilino)-4-[[(1R)-1-phenylethyl]amino]pyrimidine-5-carboxylate